(3R)-3-({2-[2-(difluoromethoxy)phenyl][1,2,4]triazolo[1,5-c]quinazolin-5-yl}amino)pyrrolidin FC(OC1=C(C=CC=C1)C1=NN2C(=NC=3C=CC=CC3C2=N1)N[C@H]1CNCC1)F